propyl propenyl trisulfide C(=CC)SSSCCC